O1CCOC12CC=C(CC2)C=2C=NC(=NC2)N2C1CN(CC2CC1)C=1C=C(N=NC1N)C1=C(C=CC=C1)O 2-(5-(8-(5-(1,4-dioxaspiro[4.5]dec-7-en-8-yl)pyrimidin-2-yl)-3,8-diazabicyclo[3.2.1]octan-3-yl)-6-aminopyridazin-3-yl)phenol